4-(1-(5-(5'-Acetyl-3',4',5',6'-tetrahydrospiro[cyclopropane-1,7'-imidazo[4,5-c]pyridin]-2'-yl)-2,4-dimethylbenzoyl)piperidin-4-yl)benzonitrile C(C)(=O)N1CC2=C(C3(C1)CC3)N=C(N2)C=2C(=CC(=C(C(=O)N3CCC(CC3)C3=CC=C(C#N)C=C3)C2)C)C